methyl (2S)-2-[[(2S)-3-cyclopropyl-2-[(4,6-dichloro-1H-benzimidazole-2-carbonyl)amino]propanoyl]amino]-3-[(3S)-2-oxopyrrolidin-3-yl]propanoate C1(CC1)C[C@@H](C(=O)N[C@H](C(=O)OC)C[C@H]1C(NCC1)=O)NC(=O)C1=NC2=C(N1)C=C(C=C2Cl)Cl